N-[(6-methyl-2-oxo-4-propyl-1H-pyridin-3-yl)methyl]-1-propan-2-yl-6-[6-(4-propan-2-ylpiperazin-1-yl)pyridin-3-yl]indazole-4-carboxamide CC1=CC(=C(C(N1)=O)CNC(=O)C=1C=2C=NN(C2C=C(C1)C=1C=NC(=CC1)N1CCN(CC1)C(C)C)C(C)C)CCC